C(C)(=O)N1C[C@H]2C([C@H]2C1)CN1N=CC(=C1C)C=1C=C(C=2N(C1)N=CC2C#N)SC2=NC=CC=C2F 6-(1-(((1R,5S,6s)-3-acetyl-3-azabicyclo[3.1.0]hexan-6-yl)methyl)-5-methyl-1H-pyrazol-4-yl)-4-((3-fluoropyridin-2-yl)thio)pyrazolo[1,5-a]pyridine-3-carbonitrile